C(C)(C)(C)OC(NC1=C(C(=C(C=C1)F)NC(C1=C(C=CC(=C1)NC(=O)[C@@H]1C([C@H]1C1=CC(=C(C=C1)Cl)Cl)(Cl)Cl)Cl)=O)F)=O (3-(2-Chloro-5-((1R,3R)-2,2-dichloro-3-(3,4-dichlorophenyl)cyclopropane-1-carboxamido)benzamido)-2,4-difluorophenyl)carbamic acid tert-butyl ester